1-((3R,4S)-3-((1-cyclopentyl-6-((5-methylthiazol-2-yl)amino)-1H-pyrrolo[3,2-c]pyridin-4-yl)oxy)-4-fluoropyrrolidin-1-yl)prop-2-en-1-one C1(CCCC1)N1C=CC=2C(=NC(=CC21)NC=2SC(=CN2)C)O[C@@H]2CN(C[C@@H]2F)C(C=C)=O